isopropylbicyclo[2.2.1]hept-5-en-2-amine C(C)(C)C12C(CC(C=C1)C2)N